1-(1-acetylpiperidin-4-yl)-3-(5-bromo-3-(difluoromethoxy)pyridin-2-yl)-1-(2-isopropylphenyl)urea C(C)(=O)N1CCC(CC1)N(C(=O)NC1=NC=C(C=C1OC(F)F)Br)C1=C(C=CC=C1)C(C)C